C1(CCCC1)C1N(CCNC1)C(=O)C1=CC=C(CN2C(NC3=CC=CC=C3C2=O)=O)C=C1 3-(4-(Cyclopentylpiperazine-1-carbonyl)benzyl)quinazoline-2,4(1H,3H)-dione